4-((3-(cyclopropyldifluoromethyl)phenyl)carbamoyl)-2-(5-((dimethylamino)methyl)-2',6'-dimethyl-[1,1'-biphenyl]-3-yl)-5-methyl-1H-imidazole 3-oxide C1(CC1)C(C=1C=C(C=CC1)NC(=O)C=1[N+](=C(NC1C)C=1C=C(C=C(C1)CN(C)C)C1=C(C=CC=C1C)C)[O-])(F)F